7-bromo-N4-(1-methylcyclobutyl)quinazoline-2,4-diamine BrC1=CC=C2C(=NC(=NC2=C1)N)NC1(CCC1)C